(4-(tert-butoxy)phenyl)(1-(tert-butyl)-4,4-dimethyl-1,4,5,6-tetrahydropyridin-3-yl)methanone C(C)(C)(C)OC1=CC=C(C=C1)C(=O)C1=CN(CCC1(C)C)C(C)(C)C